indium triethoxide (ethyl acetoacetate) C(C)CC(CC(=O)O)=O.[O-]CC.[O-]CC.[O-]CC.[In+3]